Acryloylaminopropyltrimethylammonium p-toluenesulfonate CC1=CC=C(C=C1)S(=O)(=O)[O-].C(C=C)(=O)NCCC[N+](C)(C)C